methyl-bis(tert-butoxy)silanol C[Si](O)(OC(C)(C)C)OC(C)(C)C